tertbutyl 4-(((5-bromo-1-oxo-1,3-dihydroisobenzofuran-4-yl)oxy)methyl)-3-methyl-3,6-dihydropyridine-1(2H)-carboxylate BrC=1C(=C2COC(C2=CC1)=O)OCC=1C(CN(CC1)C(=O)OC(C)(C)C)C